2-[3-(5-chloro-2-fluoro-phenyl)-1H-pyrazol-4-yl]-7-[rac-(1R,4R)-5-methyl-2,5-diazabicyclo[2.2.1]heptan-2-yl]-1,5-naphthyridine ClC=1C=CC(=C(C1)C1=NNC=C1C1=NC2=CC(=CN=C2C=C1)N1[C@H]2CN([C@@H](C1)C2)C)F |r|